2-(3-Bromo-4-(4-(6-(N-isopropylcarbamimidoyl)-1H-benzo[d]imidazol-2-yl)phenoxy)phenyl)-N-isopropyl-1H-benzo[d]imidazole-6-carboximidamide BrC=1C=C(C=CC1OC1=CC=C(C=C1)C1=NC2=C(N1)C=C(C=C2)C(NC(C)C)=N)C2=NC1=C(N2)C=C(C=C1)C(NC(C)C)=N